NC(CCNC1=NOC2=C1C=C(C=C2)CC2C[C@@H](N(CC2)C(=O)OC(C)(C)C)C)=O tert-butyl (2S)-4-((3-((3-amino-3-oxopropyl) amino) benzo[d]isoxazol-5-yl) methyl)-2-methylpiperidine-1-carboxylate